C(=O)(O)C1=C(C=C(C=C1)C=1C(=O)NC(C1)=O)O 4-carboxy-3-hydroxyphenylmaleimide